C1(=CC=CC=C1)C1(CC(=NO1)C(=O)OCC)C1=CC=CC=C1 ethyl 5,5-diphenyl-2-isoxazoline-3-carboxylate